Cl.C1NCC2=CC=CC=C12 isoindoline-HCl